6-Bromo-N-(3-Methoxy-5-(4-Methylthiophen-2-yl)phenyl)quinolin-4-amine BrC=1C=C2C(=CC=NC2=CC1)NC1=CC(=CC(=C1)C=1SC=C(C1)C)OC